ClC1=CC=C2C(=NN(C2=C1)C=1C=C(C=CC1)C)C(C)N1N=C(C=2C1=NC=NC2N)C (1-(6-chloro-1-(m-tolyl)-1H-indazol-3-yl)ethyl)-3-methyl-1H-pyrazolo[3,4-d]pyrimidin-4-amine